FC=1C=C2C=C(NC2=CC1CCC1=NOC=C1)CNC(=O)N1CCC1 N-((5-fluoro-6-(2-(isoxazol-3-yl)ethyl)-1H-indol-2-yl)methyl)azetidine-1-carboxamide